C(C1=CC=CC=C1)OC(=O)N1CC(NCC1)COC1CC1 3-(cyclopropoxymethyl)piperazine-1-carboxylic acid benzyl ester